ClC1=CC=C(C=N1)C1(CCOCC1)N(C)C 4-(6-chloropyridin-3-yl)-N,N-dimethyltetrahydro-2H-pyran-4-amine